(9Z,27Z)-hexatriacont-9,27-dien-18-yl N-(2-amino-5-guanidino-1-iminopentyl)-S-ethylhomocysteinate NC(C(=N)N[C@@H](CCSCC)C(=O)OC(CCCCCCC\C=C/CCCCCCCC)CCCCCCCC\C=C/CCCCCCCC)CCCNC(=N)N